(R)-5-((((2'-(3-((3-((2,6-diazaspiro[3.3]heptan-2-yl)methyl)-2-fluorophenyl)amino)-2-chlorophenyl)-3'-chloro-6-methoxy-[2,4'-bipyridin]-5-yl)methyl)amino)methyl)pyrrolidin-2-one C1N(CC12CNC2)CC=2C(=C(C=CC2)NC=2C(=C(C=CC2)C2=NC=CC(=C2Cl)C2=NC(=C(C=C2)CNC[C@H]2CCC(N2)=O)OC)Cl)F